NC=1N=NC(=CC1N1C[C@H](OCC1)C1=C(C=C(C(=O)N2CCC(CC2)CN2CCC(CC2)C2=C(N(C3=C(C=CC=C23)N2CNCC=C2)C)C)C=C1)C)C1=C(C=CC=C1)O |o1:9| (R*)-1-(3-(1-((1-(4-(4-(3-Amino-6-(2-hydroxyphenyl)pyridazin-4-yl)morpholin-2-yl)-3-methylbenzoyl)piperidin-4-yl)methyl)piperidin-4-yl)-1,2-dimethyl-1H-indol-7-yl)dihydropyrimidine